N-carbobenzoxy-2-phosphonoglycine C(=O)(OCC1=CC=CC=C1)NC(C(=O)O)P(=O)(O)O